2-(Thiazol-4-yl)acetonitrile S1C=NC(=C1)CC#N